tert-butyl (3R)-2'-[6-amino-5-(trifluoromethyl)pyridin-3-yl]-5',6'-dihydrospiro[pyrrolidine-3,4'-pyrrolo[1,2-b]pyrazole]-1-carboxylate NC1=C(C=C(C=N1)C=1C=C2N(N1)CC[C@]21CN(CC1)C(=O)OC(C)(C)C)C(F)(F)F